2,3,4,5,6-pentafluorobenzeneheptanamine FC1=C(C(=C(C(=C1F)F)F)F)CCCCCCCN